dihydroxytricyclo[5.2.1.02,6]decane OC12C3(CCC(C2CCC1)C3)O